C1(C=CC(N1C1=CC=C(C=C1)N=C=O)=O)=O para-maleimidophenyl isocyanate